2-(2,2-difluoroethoxy)isonicotinamide FC(COC=1C=C(C(=O)N)C=CN1)F